Racemic-cis-1-(2-methylcyclopropyl)-N-((5-phenyl-1,3,4-thiadiazol-2-yl)methyl)-1H-1,2,3-triazole-4-carboxamide C[C@@H]1[C@@H](C1)N1N=NC(=C1)C(=O)NCC=1SC(=NN1)C1=CC=CC=C1 |r|